N-(4-{5-[(1-cyclopropanecarbonyl-4-hydroxypiperidin-4-yl)methyl]-4-oxo-1H,4H,5H-pyrazolo[3,4-d]pyrimidin-1-yl}phenyl)-2-methyl-1,3-thiazole-4-carboxamide C1(CC1)C(=O)N1CCC(CC1)(O)CN1C=NC2=C(C1=O)C=NN2C2=CC=C(C=C2)NC(=O)C=2N=C(SC2)C